O1[C@H](COC2=C1C=CC=C2)C2=CC=C(CNC(C)C)C=C2 N-{4-[(2S)-2,3-dihydro-1,4-benzodioxin-2-yl]benzyl}propan-2-amine